2-(phenoxyphenyl)acetamide O(C1=CC=CC=C1)C1=C(C=CC=C1)CC(=O)N